5-Bromopent-1-yne BrCCCC#C